C1(=CC=CC=C1)C1=NC=CC(=C1)N(C)C 2-phenyl-4-(dimethylamino)pyridine